2-[4-[3-[3-[3-amino-6-(2-hydroxyphenyl)pyridazin-4-yl]-3,8-diazabicyclo[3.2.1]octan-8-yl]phenoxy]cyclohexyl]-1-(2,6-diazaspiro[3.3]heptan-2-yl)ethanone NC=1N=NC(=CC1N1CC2CCC(C1)N2C=2C=C(OC1CCC(CC1)CC(=O)N1CC3(C1)CNC3)C=CC2)C2=C(C=CC=C2)O